ClC1=NC2=CC(=CC=C2C(=C1)C)CO (2-chloro-4-methylquinolin-7-yl)methanol